NCC1=NNC(C2=CC=C(C=C12)C=1C=NN(C1C1=C(C2=C(C=C1F)C1(CC1)CO2)C#N)C([2H])([2H])[2H])=O 6-(4-(4-(aminomethyl)-1-oxo-1,2-dihydrophthalazin-6-yl)-1-(methyl-d3)-1H-pyrazol-5-yl)-5-fluoro-2H-spiro[benzofuran-3,1'-cyclopropane]-7-carbonitrile